FC(C=1C=NC(=NC1)N1CCC(CC1)NC(O[C@H](CC1=CNC(C(=C1)C(F)(F)F)=O)C)=O)(F)F (S)-1-(6-Oxo-5-(trifluoromethyl)-1,6-dihydropyridin-3-yl)propan-2-yl (1-(5-(trifluoromethyl)pyrimidin-2-yl)piperidin-4-yl)carbamate